N-(5-(((2R,5'S)-5-(Difluoromethyl)-5'-methyl-3H-spiro[furo[2,3-c]pyridine-2,3'-pyrrolidin]-1'-yl)methyl)-4-fluorothiazol-2-yl)acetamide FC(C=1C=C2C(=CN1)O[C@]1(CN([C@H](C1)C)CC1=C(N=C(S1)NC(C)=O)F)C2)F